phosphorylethyl methacrylate (phosphoethyl methacrylate) P(=O)(=O)CCC=C(C(=O)O)C.C(C(=C)C)(=O)OCC#P=O